9-oxo-11-(4-methoxyphenyl)-10-(4-methoxybenzyl)-2,4,6,8-tetraoxa-10-aza-pentadecyl-N,N-dimethylamine O=C(OCOCOCOCN(C)C)N(C(CCCC)C1=CC=C(C=C1)OC)CC1=CC=C(C=C1)OC